6-(2,6-Dichloro-4-nitrophenoxy)-2-(5-fluoro-2-methylbenzyl)-3,4-dihydroisoquinolin-1(2H)-one ClC1=C(OC=2C=C3CCN(C(C3=CC2)=O)CC2=C(C=CC(=C2)F)C)C(=CC(=C1)[N+](=O)[O-])Cl